C(C1=CC=CC=C1)N1CC2CN(CCC2C1)CC(=O)OC methyl 2-(2-benzyl-3,3a,4,6,7,7a-hexahydro-1H-pyrrolo[3,4-c]pyridin-5-yl)acetate